ClC1=C(C(=CC(=C1)F)Cl)C1=C2C=CC(NC2=C(C=C1)C[C@@H]1N=C([C@H](N=C1OC)C(C)C)OC)=O 5-(2,6-dichloro-4-fluorophenyl)-8-(((2s,5r)-5-isopropyl-3,6-dimethoxy-2,5-dihydropyrazin-2-yl)methyl)quinolone